SULFURYLFLUORID S(=O)(=O)(F)F